3-[6-(2,6-diazaspiro[3.3]heptan-2-yl)-3-pyridyl]-5-[(1R)-1-(3,5-dichloro-2-methyl-4-pyridyl)ethoxy]-1H-indazole C1N(CC12CNC2)C2=CC=C(C=N2)C2=NNC1=CC=C(C=C21)O[C@H](C)C2=C(C(=NC=C2Cl)C)Cl